C1(CC1)C1=CC=C(C=C1)N1CC(C1)C1=CC=C(CN2CCC(CC2)C(=O)O)C=C1 (4-(1-(4-cyclopropylphenyl)azetidin-3-yl)benzyl)piperidine-4-carboxylic acid